1-(3-bromo-4-pyridyl)-1-(5-methoxybenzothiophen-2-yl)ethanol 1,4-phenylenediacrylate C1(=CC=C(C=C1)C=CC(=O)O)C=CC(=O)O.BrC=1C=NC=CC1C(C)(O)C=1SC2=C(C1)C=C(C=C2)OC